N-methyl-1-(3-pyridinesulfonyl)-5-(2-fluorophenyl)-1H-pyrrole-3-methanamine CNCC1=CN(C(=C1)C1=C(C=CC=C1)F)S(=O)(=O)C=1C=NC=CC1